allyl hydroxy-6-azaspiro[3.4]octane-6-carboxylate OC1CCC12CN(CC2)C(=O)OCC=C